(4,4-difluoro-5-tetrahydropyran-2-yloxy-pentyl) 4-methylbenzenesulfonate CC1=CC=C(C=C1)S(=O)(=O)OCCCC(COC1OCCCC1)(F)F